2-(3-(4-methoxyphenyl)-6-oxopyridazin-1(6H)-yl)-N-(2-(trifluoromethyl)benzyl)acetamide methyl-2-(5-cyano-3-methoxypyridin-2-yl)acetate COC(CC1=NC=C(C=C1OC)C#N)=O.COC1=CC=C(C=C1)C1=NN(C(C=C1)=O)CC(=O)NCC1=C(C=CC=C1)C(F)(F)F